CC1=NN2C(N(CCC2)C(CCC(=O)NC2=NC=C(C=C2)C=2C=NC=CC2)=O)=C1 4-{2-methyl-5H,6H,7H-pyrazolo[1,5-a]pyrimidin-4-yl}-4-oxo-N-[5-(pyridin-3-yl)pyridin-2-yl]butanamide